(S)-4-amino-N-((4-ethyl-8-fluoro-4-hydroxy-9-methyl-3,14-dioxo-3,4,12,14-tetrahydro-1H-pyrano[3',4':6,7]indolizino[1,2-b]quinolin-11-yl)methyl)-benzenesulfonamide NC1=CC=C(C=C1)S(=O)(=O)NCC1=C2C(=NC=3C=C(C(=CC13)C)F)C1=CC3=C(C(N1C2)=O)COC([C@]3(O)CC)=O